BrC=1C=C2C=C(N=CC2=CC1I)C(=O)OCC ethyl 6-bromo-7-iodoisoquinoline-3-carboxylate